C[C@@]12CCC/C(/[C@@H]2CC[C@@H]1[C@@H](CN1C[C@H](CC1)OC(F)(F)F)C)=C\C=C1C[C@@H](C([C@@H](C1)O)=C)O (1R,3S)-5-(2-((1R,3aS,7aR,E)-7a-methyl-1-((S)-1-((S)-3-(trifluoromethoxy)pyrrolidine-1-yl)propan-2-yl)octahydro-4H-inden-4-ylidene)ethylidene)-2-methylenecyclohexane-1,3-diol